1,11-diaminoundecene NC=CCCCCCCCCCN